(3R)-1-{2-[1-(cyclopropylmethyl)-6-methoxy-1H-pyrrolo[2,3-b]pyridin-2-yl]-1-(2,2-difluoroethyl)-7-methoxy-1H-1,3-Benzodiazole-5-carbonyl}piperidin-3-amine C1(CC1)CN1C(=CC=2C1=NC(=CC2)OC)C2=NC1=C(N2CC(F)F)C(=CC(=C1)C(=O)N1C[C@@H](CCC1)N)OC